CC1=NN=C(S1)C1=NC(=CN=C1)Cl methyl-2-(6-chloropyrazin-2-yl)-1,3,4-thiadiazole